BrC1=C(C2=CC=C(C=C2C(=C1)OC(C(=C)C)=O)C)OC(C(=C)C)=O 2-bromo-6-methyl-1,4-dimethacryloyloxynaphthalene